C(CCCC)[Sn](CCCCC)=O dipentyltin oxide